CN1C(N(C2=NC(=NC=C12)NC=1C(=CC=2N(C1)N=CN2)C)C2C1CC3(CC(CC2C3)C1)C(=O)O)=O 4-(7-methyl-2-((7-methyl-[1,2,4]triazolo[1,5-a]pyridin-6-yl)amino)-8-oxo-7,8-dihydro-9H-purin-9-yl)adamantane-1-carboxylic acid